N-(1-cyclohexylpiperidin-4-yl)-6-methoxy-2-(4-methyl-1,4-diazepan-1-yl)-7-(3-(piperidin-1-yl)propoxy)quinazolin-4-amine C1(CCCCC1)N1CCC(CC1)NC1=NC(=NC2=CC(=C(C=C12)OC)OCCCN1CCCCC1)N1CCN(CCC1)C